BrCCOC=1C=C2CCN3C(C2=CC1)CNC3=O 8-(2-bromoethoxy)-1H,2H,3H,5H,6H,10bH-imidazo[4,3-a]isoquinolin-3-one